OC1=CC(=CC(=C1[C@H]1[C@@H](CCC(=C1)C)C(=C)C)OP(=O)(C(=O)OC(C)C)NC(C(=O)OCC)(C)C)CCCCC Ethyl 2-(((((1'r,2'r)-6-hydroxy-5'-methyl-4-pentyl-2'-(prop-1-en-2-yl)-1',2',3',4'-tetrahydro-[1,1'-biphenyl]-2-yl) oxy) (isopropoxycarbonyl) phosphoryl) amino)-2-methylpropanoate